ClC=1C=C(C=CC1OC(C)C)C=1SC(=CN1)CNC1=CC(=NC(=C1)C(F)(F)F)N1N=CN=C1 N-((2-(3-Chloro-4-isopropoxyphenyl)thiazol-5-yl)methyl)-2-(1H-1,2,4-triazol-1-yl)-6-(trifluoromethyl)pyridin-4-amine